BrC=1C=C(C=CC1)C[C@H](C(=O)O)NC(=O)OC(C)(C)C (R)-3-(3-bromophenyl)-2-((tert-butoxycarbonyl)amino)propanoic acid